dimethyl-4-(6-(prop-2-yn-1-yloxy)benzothiazol-2-yl)aniline CN(C1=CC=C(C=C1)C=1SC2=C(N1)C=CC(=C2)OCC#C)C